methyl (R)-3-amino-2-(3-(N-(4-chloro-3-fluorobenzyl)phenylsulfonamido)bicyclo[1.1.1]pentane-1-carboxamido)-3-methylbutanoate NC([C@H](C(=O)OC)NC(=O)C12CC(C1)(C2)N(S(=O)(=O)C2=CC=CC=C2)CC2=CC(=C(C=C2)Cl)F)(C)C